C(C)(C)(C)N1N=C(C(=C1C)O)C1=CC(=CC=C1)F 1-(tert-butyl)-3-(3-fluorophenyl)-5-methyl-pyrazol-4-ol